C(C)(=O)C=1C=C(C=C2C(C=C(OC12)N1CCN(CC1)C(C)=O)=O)C 8-acetyl-2-(4-acetylpiperazin-1-yl)-6-methyl-4H-chromen-4-one